2-allyl-6-(p-fluorophenylamino)-1-[6-(4-piperidyloxy)-2-pyridyl]-1,2-dihydro-3H-1,2,5,7-tetraazainden-3-one C(C=C)N1N(C2=NC(=NC=C2C1=O)NC1=CC=C(C=C1)F)C1=NC(=CC=C1)OC1CCNCC1